BrC1=NC(=CC(=C1)C1NCC(NC1)C(=O)OC)Cl methyl 5-(2-bromo-6-chloro-4-pyridyl)piperazine-2-carboxylate